[Br-].COC1=CC=CC=2N(C3=CC=CC(=C3C(C12)C1=CC=CC=C1)OC)C 1,8-dimethoxy-10-methyl-9-phenylacridine bromide